COC(=O)C=1SC(=C(C1C)[N+](=O)[O-])C1=C(C=CC=C1)C(=O)OC 5-(2-(methoxycarbonyl)phenyl)-3-methyl-4-nitrothiophene-2-carboxylic acid methyl ester